N-(2-amino-2-methylpropyl)-6-(3-isopropyl-5-(trifluoromethoxy)-1H-indol-2-yl)pyrazine-2-carboxamide NC(CNC(=O)C1=NC(=CN=C1)C=1NC2=CC=C(C=C2C1C(C)C)OC(F)(F)F)(C)C